C(C)(C)C1=C(C=CC=C1)N1\C(\SCC1=O)=N/N=CC1=CC=C(C=C1)C1=NN(C=N1)C1=CC=C(C=C1)OC(C(F)(F)F)(F)F 3-(2-isopropylphenyl)-2-[(E)-[4-[1-[4-(1,1,2,2,2-pentafluoroethoxy)phenyl]-1,2,4-triazol-3-yl]phenyl]methylenehydrazono]thiazolidin-4-one